O[C@H](C)C1=CC2=C(N=C(N=C2)NC2=NC=3CCN(CC3C=C2)C(=O)[C@@H]2NC[C@H](C2)O)C(=N1)N1CCCCC1 [2-[[6-[(1R)-1-hydroxyethyl]-8-piperidin-1-ylpyridino[3,4-d]pyrimidin-2-yl]amino]-7,8-dihydro-5H-1,6-naphthyridin-6-yl]-[(2R,4S)-4-hydroxypyrrolidin-2-yl]methanone